3-Methyl-2-(naphthalen-2-yl)cyclobutane-1-carbonitrile CC1C(C(C1)C#N)C1=CC2=CC=CC=C2C=C1